3,7-bis(4,4,5,5-tetramethyl-1,3,2-dioxaborolan-2-yl)dibenzothiophenone CC1(OB(OC1(C)C)C=1C=CC2=C(S(C3=C2C=CC(=C3)B3OC(C(O3)(C)C)(C)C)=O)C1)C